CN1CCN(CC1)C1=CC=C(C(=N1)N)[N+](=O)[O-] 6-(4-Methylpiperazin-1-yl)-3-nitropyridin-2-amine